fluoroisoindoline FC1NCC2=CC=CC=C12